C(C)(C)(C)OC(=O)N[C@@H](C(=O)NC(C(=O)OCC)CCC1CC1)CC1=CC=CC=C1 ethyl 2-[[(2R)-2-(tert-butoxycarbonylamino)-3-phenyl-propionyl] amino]-4-cyclopropylbutyrate